CC1(N(CCCC1)CC=1C=CC=2N(C1)C=C(N2)CNC(=O)C=2N=C1N(C(C2)=O)C=CC=C1)C N-({6-[(2,2-dimethylpiperidin-1-yl)methyl]imidazo[1,2-a]pyridin-2-yl}methyl)-4-oxo-4H-pyrido[1,2-a]pyrimidine-2-carboxamide